methyl 8-fluoro-2-(5-methyl-5-azaspiro[3.5]nonan-2-yl)-3,4-dihydro-1H-isoquinoline-6-carboxylate FC=1C=C(C=C2CCN(CC12)C1CC2(C1)N(CCCC2)C)C(=O)OC